N-(4-(4-chloro-3-cyanopyridin-2-yl)benzyl)-5-fluoro-2-methoxybenzamide ClC1=C(C(=NC=C1)C1=CC=C(CNC(C2=C(C=CC(=C2)F)OC)=O)C=C1)C#N